(2S,4S)-5-allyl-4-methylpyrrolidine-2-carboxylic acid methyl ester COC(=O)[C@H]1NC([C@H](C1)C)CC=C